4-(6-(2-Hydroxypropan-2-yl)-5-(6-(trifluoromethyl)picolinamido)-2H-indazol-2-yl)piperidine-1-carboxylic acid OC(C)(C)C=1C(=CC2=CN(N=C2C1)C1CCN(CC1)C(=O)O)NC(C1=NC(=CC=C1)C(F)(F)F)=O